2,2'-(chrysene-6,12-diylbis(oxy))bis(ethan-1-ol) C1=CC=CC=2C3=CC(=C4C=CC=CC4=C3C=C(C12)OCCO)OCCO